C1(CCCCC1)S(=O)(=O)NC(=O)C=1C(=C(C(=CC1CCCCC)O)C1=C(C=CC(=C1)C)C(=C)C)O N-(cyclohexylsulfonyl)-2,6-dihydroxy-5'-methyl-4-pentyl-2'-(prop-1-en-2-yl)-[1,1'-biphenyl]-3-carboxamide